O[C@H]1[C@H](O[C@@]2([C@@H](CCO2)NC(=O)C=2C3=C(SC2)C=CC=C3)[C@@H]([C@H]1N1N=NC(=C1)C1=CC(=C(C(=C1)F)F)F)O)CO N-((4r,5s,7r,8r,9s,10r)-8,10-dihydroxy-7-(hydroxymethyl)-9-(4-(3,4,5-trifluorophenyl)-1H-1,2,3-triazol-1-yl)-1,6-dioxaspiro[4.5]dec-4-yl)benzo[b]thiophene-3-carboxamide